C(C)(C)OC1=C(C=CC(=N1)C1=CC=C(N=N1)N(C1C[C@H]2CC[C@@H](C1)N2C(=O)OC(C)(C)C)C)C=2C=NN(C2)C2OCCCC2 tert-butyl (1R,3R,5S)-3-[(6-{6-isopropoxy-5-[1-(oxan-2-yl)pyrazol-4-yl]pyridin-2-yl}pyridazin-3-yl)(methyl)amino]-8-azabicyclo[3.2.1]octane-8-carboxylate